3-[2-(diethylamino)ethyl]-1H-indol-4-yl-acetate C(C)N(CCC1=CNC2=CC=CC(=C12)CC(=O)[O-])CC